OC1=CC=C(C=C1)[C@H](C(=O)OC)NC([C@@H](C)C1=CC=CC=C1)=O methyl (R)-2-(4-hydroxyphenyl)-2-((S)-2-phenylpropanamido)acetate